FC(C1=CN=C2N1N=C(C=C2)C2=CNC=1N=C(N=CC12)NCC(C)C)F 5-(3-(difluoromethyl)imidazo[1,2-b]pyridazin-6-yl)-N-isobutyl-7H-pyrrolo[2,3-d]pyrimidin-2-amine